COC(/C(=C/OC)/OC1=C(C=CC(=C1)C1CCCCC1)C)=O (Z)-2-(5-cyclohexyl-2-methyl-phenoxy)-3-methoxy-prop-2-enoic acid methyl ester